1,1,1,2,2,3,4,5,5,5-decafluoro-3-propoxy-4-trifluoromethyl-pentane FC(C(C(C(C(F)(F)F)(C(F)(F)F)F)(OCCC)F)(F)F)(F)F